methyl 2-amino-3-methoxymethylquinoline-6-carboxylate NC1=NC2=CC=C(C=C2C=C1COC)C(=O)OC